Cl.N1CC(C1)CO (azetidin-3-yl)methanol hydrochloride